OC1=C(N(C=CC1=C=O)NC(\C=C\C1=CC(=CC=C1)OC)=O)C (trans)-N-(3-hydroxy-2-methyl-4-carbonylpyridin-1(4H)-yl)-3-(3-methoxyphenyl)acrylamide